OC=1C=C(C=2N(C1)N=CC2C#N)C=2C=NC(=CC2)N2CCN(CC2)CC2=NC=C(C=C2)SC 6-hydroxy-4-(6-(4-((5-(methylthio)pyridin-2-yl)methyl)piperazin-1-yl)pyridin-3-yl)pyrazolo[1,5-a]pyridine-3-carbonitrile